5-methyl-8,9-difluorodibenzo[c,e][1,2]thiazine-5-oxide CS1(NC2=C(C3=C1C=CC=C3)C=C(C(=C2)F)F)=O